C12(CC3CC(CC(C1)C3)C2)NCCCCCN N1-((1s,3s)-adamantan-1-yl)pentane-1,5-diamine